C(C)C1=NN=C(S1)C(CC)=O (5-ethyl-1,3,4-thiadiazol-2-yl)propan-1-one